C(C1=CC=CC=C1)C1=C(C(N(C1=O)C1=CC=C(C=C1)OC)=O)CC(=O)OCC Ethyl 2-(4-benzyl-1-(4-methoxyphenyl)-2,5-dioxo-2,5-dihydro-1H-pyrrol-3-yl)acetate